4-nitro-3-(prop-2-yn-1-yloxy)benzaldehyde [N+](=O)([O-])C1=C(C=C(C=O)C=C1)OCC#C